4-chloro-7-(methoxymethyl)-7,8-dihydro-[1,4]dioxino[2,3-g]quinazoline ClC1=NC=NC2=CC3=C(C=C12)OC(CO3)COC